CC(=C)C(C(CCC=C(C)C)=NO)(C)C 2,3,3,8-tetramethylnona-1,7-dien-4-one oxime